ClC1=C2C(=NC(=C1)Cl)N(C=C2I)COCC[Si](C)(C)C 4,6-dichloro-3-iodo-1-((2-(trimethylsilyl)ethoxy)methyl)-1H-pyrrolo[2,3-b]pyridine